C(C)(C)(C)OC(=O)N1CC2=C(CC1)SC(=N2)Br 2-bromo-6,7-dihydrothiazolo[4,5-c]pyridine-5(4H)-carboxylic acid tert-butyl ester